pyrimidine-4-carboxylic Acid TFA Salt OC(=O)C(F)(F)F.N1=CN=C(C=C1)C(=O)O